ClC=1N=C(C2=C(N1)CCCN2)NC2(COCC2)C 2-Chloro-N-(3-methyltetrahydrofuran-3-yl)-5,6,7,8-tetrahydropyrido[3,2-d]pyrimidin-4-amine